allyl-(2-(4-chloro-2-fluorophenyl)-2-methylbenzo[d][1,3]dioxol-4-yl)carbamic acid tert-butyl ester C(C)(C)(C)OC(N(C1=CC=CC=2OC(OC21)(C)C2=C(C=C(C=C2)Cl)F)CC=C)=O